C(C)OC(\C=C\CCCCCBr)=O (E)-8-bromo-oct-2-enoic acid ethyl ester